NC(CC1=CC2=C(C=CO2)C=C1)C 6-(2-aminopropyl)benzofuran